O=C1N(C(C=C1)=O)CCC(NCCOCCOCCOCCOCCOCCOCCOCCOCCC(=O)N[C@@H](C(C)C)C(=O)N[C@@H](CCCNC(N)=O)C(=O)O)=O N-[31-(2,5-Dioxo-2,5-dihydro-1H-pyrrol-1-yl)-29-oxo-4,7,10,13,16,19,22,25-octaoxa-28-azahentriacontan-1-oyl]-L-valyl-N5-carbamoyl-L-ornithin